Ethyl 2,3-diamino-5-chloro-6-fluorobenzoate NC1=C(C(=O)OCC)C(=C(C=C1N)Cl)F